OCCC1CCN(CC1)C1=CC=C2C(=NN(C2=C1)C)C1C(NC(CC1)=O)=O 3-(6-(4-(2-hydroxyethyl)piperidin-1-yl)-1-methyl-1H-indazol-3-yl)piperidine-2,6-dione